(di-tert-butyl-(3,5-di-(tert-butyl)phenyl)phosphin) Palladium [Pd].C(C)(C)(C)P(C1=CC(=CC(=C1)C(C)(C)C)C(C)(C)C)C(C)(C)C